BrC=1N=C(N(C1C(C)N(C(OC(C)(C)C)=O)C)C)C tert-butyl (1-(4-bromo-1,2-dimethyl-1H-imidazol-5-yl)ethyl)(methyl)carbamate